[Ni].N1=NC=CC=C1 pyridazine nickel